S(=O)(=O)([O-])[O-].[Zn+2].OC1[C@H](N)[C@@H](O)[C@H](O)[C@H](O1)CO glucosamine zinc sulfate salt